[4-(4-ethylcyclohexanecarbonyl)oxy-3-formyl-phenyl] 4-[6-(2-methylprop-2-enoyloxy)hexoxy]benzoate CC(C(=O)OCCCCCCOC1=CC=C(C(=O)OC2=CC(=C(C=C2)OC(=O)C2CCC(CC2)CC)C=O)C=C1)=C